Methyl (1R,2S,5S)-3-((S)-2-((tert-butoxycarbonyl)amino)-3,3-bis(methyl-d3)butanoyl-4,4,4-d3)-6,6-bis(methyl-d3)-3-azabicyclo[3.1.0]hexane-2-carboxylate C(C)(C)(C)OC(=O)N[C@H](C(=O)N1[C@@H]([C@H]2C([C@H]2C1)(C([2H])([2H])[2H])C([2H])([2H])[2H])C(=O)OC)C(C([2H])([2H])[2H])(C([2H])([2H])[2H])C([2H])([2H])[2H]